5-[3-[4-[(3R,5R)-5-[(5-bromo-1-methyl-6-oxo-pyridazin-4-yl)amino]-1-methyl-3-piperidyl]benzoyl]-3,9-diazaspiro[5.5]undecan-9-yl]-2-(2,6-dioxo-3-piperidyl)isoindoline-1,3-dione BrC1=C(C=NN(C1=O)C)N[C@@H]1C[C@@H](CN(C1)C)C1=CC=C(C(=O)N2CCC3(CC2)CCN(CC3)C=3C=C2C(N(C(C2=CC3)=O)C3C(NC(CC3)=O)=O)=O)C=C1